(1S,2R)-2-((S)-5-chloro-1-((2-oxopyrrolidin-1-yl)methyl)-8-(pyridazin-3-ylmethoxy)-1,2,3,4-tetrahydroisoquinoline-2-carbonyl)cyclohexane-1-carboxylic acid ClC1=C2CCN([C@@H](C2=C(C=C1)OCC=1N=NC=CC1)CN1C(CCC1)=O)C(=O)[C@H]1[C@H](CCCC1)C(=O)O